4-(6-(6-((5-Fluoro-6-methoxypyridin-3-yl)methyl)-3,6-diazabicyclo[3.1.1]heptan-3-yl)pyridine-3-yl)-6-(3-hydroxy-3-methylazetidin-1-yl)pyrazolo[1,5-a]pyridine-3-carbonitrile FC=1C=C(C=NC1OC)CN1C2CN(CC1C2)C2=CC=C(C=N2)C=2C=1N(C=C(C2)N2CC(C2)(C)O)N=CC1C#N